3-{2-[(5-ethyl-1H-1,2,4-triazol-3-yl)amino]-5-[2-(hydroxymethyl)-1H-imidazol-1-yl]-1,3-thiazol-4-yl}benzonitrile C(C)C1=NC(=NN1)NC=1SC(=C(N1)C=1C=C(C#N)C=CC1)N1C(=NC=C1)CO